C1=CC=CC=2C3=CC=CC=C3C(C12)COC(=O)N1C2C(CC(C1C1=CC=C(C=C1)NC1CCCC1)C(NC1=CC(=C(C=C1)C)C(F)(F)F)=O)CCC2 cis-9H-fluoren-9-ylmethyl-2-[4-(cyclopentyl-amino) phenyl]-3-[[4-methyl-3-(trifluoromethyl) phenyl] carbamoyl]-2,3,4,4a,5,6,7,7a-octahydro-cyclopenta[b]pyridine-1-carboxylate